ethyl 2-(5-bromo-1-methyl-1H-pyrrolo[2,3-b]pyridin-3-yl)acetate BrC=1C=C2C(=NC1)N(C=C2CC(=O)OCC)C